(2S,4'R,8'R)-α-tocopherol CC1=C(C2=C(CC[C@](O2)(C)CCC[C@H](C)CCC[C@H](C)CCCC(C)C)C(=C1O)C)C